N-((4-chlorophenyl)(pyridin-2-yl)methyl)-2-oxo-6-(trifluoromethyl)-1,2-dihydropyridine-3-carboxamide ClC1=CC=C(C=C1)C(NC(=O)C=1C(NC(=CC1)C(F)(F)F)=O)C1=NC=CC=C1